6-chloro-4-((cyclopropylmethyl)(4-cyclopropylphenyl)amino)-1-methylpyrido[3,2-d]pyrimidin-2(1H)-one ClC=1C=CC=2N(C(N=C(C2N1)N(C1=CC=C(C=C1)C1CC1)CC1CC1)=O)C